COC(CCCC(=O)O)C.COCCCCCC(=O)O.C(C)(=O)OCCC(C)OC 3-Methoxybutyl acetate (methoxy butyl acetate) (3-methoxybutyl acetate)